Hydroxy-3-methyl-2-cyclopentenone OC=1C(CCC1C)=O